C1(CC1)C1(C(NC[C@@H]1CC)=O)C#N (4R)-3-cyclopropyl-4-ethyl-2-oxopyrrolidine-3-carbonitrile